propylene glycol furandicarboxylate O1C(=C(C=C1)C(=O)O)C(=O)O.C(C(C)O)O